2,3,5,6-tetramethylaniline CC1=C(N)C(=C(C=C1C)C)C